F[B-](F)(F)F.ClC=1C=CC2=C(N(N=N2)OC(=[N+](C)C)N(C)C)C1 O-(6-chloro-benzotriazol-1-yl)-N,N,N',N'-Tetramethyluronium tetrafluoroborate